2-(6-(4-(4-ethylpiperazin-1-yl)phenyl)-4,7-dimethyl-2H-indazol-2-yl)-2-((R)-6-fluoro-6,7-dihydro-5H-pyrrolo[1,2-c]imidazol-1-yl)-N-(thiazol-2-yl)acetamide C(C)N1CCN(CC1)C1=CC=C(C=C1)C=1C=C(C2=CN(N=C2C1C)C(C(=O)NC=1SC=CN1)C1=C2N(C=N1)C[C@@H](C2)F)C